C1N(CCC2=CC=CC=C12)C[C@H](CNC(=O)C=1N=C2N(C[C@@H](CC2)C=2C=NN(C2)C)C1)O (S)-N-((S)-3-(3,4-dihydroisoquinolin-2(1H)-yl)-2-hydroxypropyl)-6-(1-methyl-1H-pyrazol-4-yl)-5,6,7,8-tetrahydroimidazo[1,2-a]pyridine-2-carboxamide